Methyl (2S)-6-oxopiperidine-2-carboxylate O=C1CCC[C@H](N1)C(=O)OC